COC1=CC=2C3=C(NC2C=C1)CCN(C3)C(=O)NC3=NNC(=C3)C 8-methoxy-N-(5-methyl-1H-pyrazol-3-yl)-1,3,4,5-tetrahydropyrido[4,3-b]indole-2-carboxamide